ClC1=CC(=CC(=N1)N=S(=O)(C)C)CC(F)(F)F ((6-chloro-4-(2,2,2-trifluoroethyl)pyridin-2-yl)imino)dimethyl-λ6-sulfanone